ClC=1C=C(C=CC1)[C@H](C(=O)N1CC2=C(CCC1)N=C(NC2=O)C2(CC2)C=2SC=C(C2)C2CCCC2)O (R)-6-(2-(3-chlorophenyl)-2-hydroxyacetyl)-2-(1-(4-cyclopentylthiophene-2-yl)cyclopropyl)-3,5,6,7,8,9-hexahydro-4H-pyrimido[5,4-c]azepin-4-one